CN1C(=NN=C1)SC(C)C=1C=C(C=CC1)N1N=CC(=N1)C1=CC=CC=C1 2-(3-(1-((4-methyl-4H-1,2,4-triazol-3-yl)sulfanyl)ethyl)phenyl)-4-phenyl-2H-1,2,3-triazole